(S)-N,3-Dimethyl-N-(3-methyl-1-(pyrrolidin-1-yl)butan-2-yl)benzamide CN(C(C1=CC(=CC=C1)C)=O)[C@H](CN1CCCC1)C(C)C